1-isopropyl-1,2,3-triazole C(C)(C)N1N=NC=C1